tert-butyl 2-(2-((1-methyl-2-(2,2,2-trifluoroacetyl)-1,2,3,4-tetrahydroisoquinolin-7-yl)oxy)ethoxy)acetate CC1N(CCC2=CC=C(C=C12)OCCOCC(=O)OC(C)(C)C)C(C(F)(F)F)=O